2,3-Bis(palmitoyloxy)propyl (4-(trimethylammonio)butyl) phosphate P(=O)(OCC(COC(CCCCCCCCCCCCCCC)=O)OC(CCCCCCCCCCCCCCC)=O)(OCCCC[N+](C)(C)C)[O-]